The molecule is an EET obtained by formal epoxidation of the 11,12-double bond of arachidonic acid. It has a role as a mouse metabolite and a xenobiotic metabolite. It is a conjugate acid of an 11,12-EET(1-). CCCCC/C=C\\CC1C(O1)C/C=C\\C/C=C\\CCCC(=O)O